dimethylphenyl(phenyl(2,3,5,6-tetrachloro-4-pyridyl)-methoxy)silane C[Si](OC(C1=C(C(=NC(=C1Cl)Cl)Cl)Cl)C1=CC=CC=C1)(C1=CC=CC=C1)C